4-amino-1-[(2R)-6-amino-2-[[2-[[(2R)-2-amino-3-phenyl-propionyl]amino]-4-fluoro-4-methyl-pentanoyl]amino]hexanoyl]piperidine-4-carboxylic acid methyl ester COC(=O)C1(CCN(CC1)C([C@@H](CCCCN)NC(C(CC(C)(C)F)NC([C@@H](CC1=CC=CC=C1)N)=O)=O)=O)N